2-(3,4-difluorophenyl)-5,6-dimethoxy-1H-benzo[d]imidazole-4,7-dione FC=1C=C(C=CC1F)C1=NC2=C(N1)C(C(=C(C2=O)OC)OC)=O